1-(2-(4-ethylpiperazin-1-yl)-4-methylquinolin-6-yl)thiourea C(C)N1CCN(CC1)C1=NC2=CC=C(C=C2C(=C1)C)NC(=S)N